5-(2-amino-4-chloropyridin-3-yl)-1-morpholinopent-4-yn-1-one NC1=NC=CC(=C1C#CCCC(=O)N1CCOCC1)Cl